COC1=C(C=CC2=C1OC3=C(C2=O)C(=C(C(=C3)O)[C@H]4[C@@H]([C@H]([C@@H]([C@H](O4)CO)O)O)O)O)O The molecule is a C-glycosyl compound that is 9H-xanthen-9-one substituted by hydroxy groups at positions 1, 3 and 6, a methoxy group at position 5 and a beta-D-glucopyranosyl residue at position 1 via a C-glycosyl linkage. It has a role as a plant metabolite. It is a member of xanthones, a C-glycosyl compound, a polyphenol and an aromatic ether.